C1(CCCCC1)CN1[C@@H](C=2N(C=3C=NC(=NC13)NC1=C(C=C(C(=O)N3CCN(CC3)CCNC3=CC=C4C=NNC(C4=C3)=O)C=C1)OC)C(=NN2)C)CC 7-((2-(4-(4-(((R)-5-(cyclohexylmethyl)-4-ethyl-1-methyl-4,5-dihydro-[1,2,4]triazolo[4,3-f]pteridin-7-yl)amino)-3-methoxybenzoyl)piperazin-1-yl)ethyl)amino)-1-oxophthalazine